tert-butyl (E)-4-(4-methoxy-4-oxobut-2-en-1-yl)piperazine-1-carboxylate COC(/C=C/CN1CCN(CC1)C(=O)OC(C)(C)C)=O